C(=O)O.FC1=CC=2C(=C3N(C2C=C1)CCC3)C3=NOC(=N3)[C@@H]3[C@@H](CNCC3)F 3-(7-fluoro-2,3-dihydro-1H-pyrrolo[1,2-a]indol-9-yl)-5-((3S,4R)-3-fluoropiperidin-4-yl)-1,2,4-oxadiazole formate